C(C)OC(=O)C=1C(=NC(=NC1)SC)OC1=CC=CC=C1 2-methylsulfanyl-4-phenoxy-pyrimidine-5-carboxylic acid ethyl ester